C(C)(C)(C)OC(N(C)CC1=CN(C(=C1)C1=C(C=CC=C1)F)S(=O)(=O)C=1C=NC=CC1)=O ((5-(2-fluorophenyl)-1-(pyridine-3-ylsulfonyl)-1H-pyrrol-3-yl)methyl)(methyl)carbamic acid tert-butyl ester